IC1=CC(=C(C=C1C)NC1=CC=C2C(=N1)C=NN2C)OCCOCC#C[Si](C)(C)C N-(4-iodo-5-methyl-2-(2-((3-(trimethylsilyl)prop-2-yn-1-yl)oxy)ethoxy)phenyl)-1-methyl-1H-pyrazolo[4,3-b]pyridin-5-amine